C1(=CC=CC=C1)N(C1=CC=CC=C1)C1=CC=CC=C1 N-phenyl-diphenylamine